C2-benzyloxycarbonyl-6-(1-methoxycarbonylindol-3-yl)-3,4-dihydro-1H-isoquinoline-7-carboxylic acid C(C1=CC=CC=C1)OC(=O)C=1N(C2=CC=CC=C2C1C=1C=C2CCNCC2=CC1C(=O)O)C(=O)OC